N-(3-(2-aminoquinazolin-6-yl)-2,4-difluorophenyl)thiophene-2-sulfonamide NC1=NC2=CC=C(C=C2C=N1)C=1C(=C(C=CC1F)NS(=O)(=O)C=1SC=CC1)F